4-t-butyl-cyclohexane-1,2-dicarboxylic acid, calcium salt [Ca+2].C(C)(C)(C)C1CC(C(CC1)C(=O)[O-])C(=O)[O-]